3,4-difluorobenzamide FC=1C=C(C(=O)N)C=CC1F